5-bromo-2,9a-diazabenzo[cd]azulene-1(2H)-one BrC=1C=CC=2NC(N3C=CC=CC1C23)=O